NC=1C=C(C=CC1)C(C(=O)OC)C Methyl (3-aminophenyl)propanoate